C1OC=2C=C(C=CC2O1)C=1N(C2=CC(=CC=C2C1)C(=O)N)CC1=CC=C(C=C1)C(NO)=O (3,4-methylenedioxyphenyl)-1-(4-(hydroxycarbamoyl)benzyl)-1H-indole-6-carboxamide